6-Bromo-N-(3-methoxy-5-(thiophen-3-yl)phenyl)quinolin-4-amine BrC=1C=C2C(=CC=NC2=CC1)NC1=CC(=CC(=C1)C1=CSC=C1)OC